C(C1=CC=CC=C1)NC(=O)C1=CN=C(S1)N1CCC(CC1)N1C[C@@H](CCC1)C N-benzyl-2-[(3R)-3-methyl[1,4'-bipiperidin]-1'-yl]-1,3-thiazole-5-carboxamide